4-(benzo[d][1,3]dioxol-5-ylmethyl)-N-(3-ethoxypropyl)piperazine-1-carbothioamide O1COC2=C1C=CC(=C2)CN2CCN(CC2)C(NCCCOCC)=S